FC1=CC=C2NC=3CC(CC(C3C(C2=C1)=O)=O)C=1SC=CC1 7-fluoro-3-(thiophen-2-yl)-3,4-dihydroacridine-1,9(2H,10H)-dione